4-((4-(ethoxymethyl)-4-phenethylpiperidin-1-yl)methyl)-N-(2,2,2-trifluoroethyl)aniline HCl salt Cl.C(C)OCC1(CCN(CC1)CC1=CC=C(NCC(F)(F)F)C=C1)CCC1=CC=CC=C1